6-(2-chlorophenyl)-3-(5-cyclopropyl-3-pyridyl)-1H-thieno[3,2-d]pyrimidine-2,4-dione ClC1=C(C=CC=C1)C1=CC=2NC(N(C(C2S1)=O)C=1C=NC=C(C1)C1CC1)=O